C(C)C1=C2C(=CC(=CC2=CC=C1F)O)C1=C(C=2N=C(N=C(C2C=N1)N1[C@H](CCCCC1)C)OC[C@]12CCCN2C[C@@H](C1)F)F 5-Ethyl-6-fluoro-4-(8-fluoro-2-(((2R,7aS)-2-fluorotetrahydro-1H-pyrrolizin-7a(5H)-yl)methoxy)-4-((S)-2-methylazepan-1-yl)pyrido[4,3-d]pyrimidin-7-yl)naphthalen-2-ol